methyl-N-(2-cyanoethyl)-amine CNCCC#N